8-bromo-4,6-dimethylnonyl pentyloxymethyl ether C(CCCC)OCOCCCC(CC(CC(C)Br)C)C